CC(CO)(O)C 1,1-dimethylethane-1,2-diol